3,5-dihydroxy-2-[1-oxo-3-(4-hydroxyphenyl)propyl]phenolate OC=1C(=C(C=C(C1)O)[O-])C(CCC1=CC=C(C=C1)O)=O